tert-butyl {3-[2-({[8-bromo-2-(morpholin-4-yl)pyrazolo[1,5-a][1,3,5]triazin-4-yl]amino}methyl)-1-{[2-(trimethylsilyl)ethoxy]methyl}-1H-benzimidazol-4-yl]propyl}carbamate BrC=1C=NN2C1N=C(N=C2NCC2=NC1=C(N2COCC[Si](C)(C)C)C=CC=C1CCCNC(OC(C)(C)C)=O)N1CCOCC1